C(C)C1=C(C(=C(C(=C1C(=O)[O-])C1=CC=CC=C1)CC)N)C ethyl-methyl-ethyl-phenyl-4-aminobenzoate